OC(C)(C)C1=CC=2N(C=C1NC(=O)C1=NC(=CC=C1)C(F)(F)F)C=C(N2)C2CCN(CC2)CCC(=O)O 3-(4-(7-(2-hydroxypropan-2-yl)-6-(6-(trifluoromethyl)pyridine-2-carboxamido)imidazo[1,2-a]pyridin-2-yl)piperidin-1-yl)propanoic acid